C(C1=CC=CC=C1)OC1=C(C(=O)NC2=C3C(N(C(C3=CC=C2)=O)C2C(NC(CC2)=O)=O)=O)C=C(C(=C1)OCC1=CC=CC=C1)C(C)C 2,4-bis(benzyloxy)-N-[2-(2,6-dioxopiperidin-3-yl)-1,3-dioxoisoindolin-4-yl]-5-isopropylbenzamide